BrC=1C=CC(=C(C1)C1=CC(=CC=C1)[N+](=O)[O-])C=1N(C(=NN1)S)C 5-(5-bromo-3'-nitro-[1,1'-biphenyl]-2-yl)-4-methyl-4H-1,2,4-triazole-3-thiol